2-(7-methyl-6,7,8,9-tetrahydro-5H-oxazolo[4',5':4,5]benzo[1,2-d]azepin-2-yl)acetic acid CN1CCC2=C(CC1)C=C1C(=C2)OC(=N1)CC(=O)O